C(C)(C)(C)OC(=O)N1CCC(CC1)(C)C1=NOC[C@@H](O1)CBr |r| rac-4-[5-(bromomethyl)-5,6-dihydro-1,4,2-dioxazin-3-yl]-4-methyl-piperidine-1-carboxylic acid tert-butyl ester